((1r,4r)-4-((tert-Butoxycarbonyl)amino)cyclohexyl)methyl methanesulfonate CS(=O)(=O)OCC1CCC(CC1)NC(=O)OC(C)(C)C